diphenylene Ketone C1=CC=C2C(=C1)C3=CC=CC=C3C2=O